NCC1C2(C1)C1=C(CN(S2(=O)=O)C)C=C(C(=C1)Cl)F (aminomethyl)-7-chloro-6-fluoro-3-methyl-3,4-dihydrospiro[benzo[d][1,2]thiazine-1,1'-cyclopropane]-2,2-dioxide